N1=C(C=CC=C1)CCCN1CCC(CC1)N 1-[3-(pyridin-2-yl)propyl]hexahydropyridin-4-amine